isopropyl trans-N-[4-[5-[2-(ethylsulfamoyl)-4-[(pyrazin-2-yl)amino]phenyl]thiazol-2-yl]cyclohexyl]carbamate C(C)NS(=O)(=O)C1=C(C=CC(=C1)NC1=NC=CN=C1)C1=CN=C(S1)[C@@H]1CC[C@H](CC1)NC(OC(C)C)=O